2-(2-(2-(difluoromethoxy)-7-methylquinoxalin-5-yl)-4-methylbenzo[d]thiazol-7-yloxy)ethylcarbamic acid methyl ester COC(NCCOC1=CC=C(C=2N=C(SC21)C2=C1N=CC(=NC1=CC(=C2)C)OC(F)F)C)=O